CN1N=C(C=C1)C#CC(=O)OCC Ethyl 3-(1-methyl-1H-pyrazol-3-yl)propiolate